7-((3S,4S)-4-amino-3-methyl-2-oxa-8-azaspiro[4.5]decan-8-yl)-3-(2,3-dichlorophenyl)quinazoline-2,4(1H,3H)-dione N[C@@H]1[C@@H](OCC12CCN(CC2)C2=CC=C1C(N(C(NC1=C2)=O)C2=C(C(=CC=C2)Cl)Cl)=O)C